C1(CC1)C1=NC=2N(C=C1OC)N=CC2C2=NC(=C(C#N)C=C2F)N[C@H]2CNCC[C@@H]2F 6-(5-cyclopropyl-6-methoxypyrazolo[1,5-a]pyrimidin-3-yl)-5-fluoro-2-(((3S,4S)-4-fluoropiperidin-3-yl)amino)nicotinonitrile